ClC1=CC(=NC=C1)C(\C=C\N(C)C1CCCCC1)=O (E)-1-(4-chloropyridin-2-yl)-3-(cyclohexyl(methyl)amino)prop-2-en-1-one